Cl.C(C1=CC=CC=C1)[C@H](COC)N1C=NC=2C(=NC=3C=CC=CC3C21)N 1-[(1R)-1-benzyl-2-methoxy-ethyl]imidazo[4,5-c]quinolin-4-amine hydrochloride